1-(1-(5-chloro-2-ethoxy-4-methyl-3-(5-(methylsulfonyl)pyridin-3-yl)phenyl)ethyl)-3-methyl-1H-pyrazolo[3,4-d]pyrimidin ClC=1C(=C(C(=C(C1)C(C)N1N=C(C=2C1=NC=NC2)C)OCC)C=2C=NC=C(C2)S(=O)(=O)C)C